FC1=CC(=CC=2N(C(=NC21)C)C2CCN(CC2)C)C2=CNC1=NC(=CC=C12)NC(C1=CC=NC=C1)=O N-(3-(4-fluoro-2-methyl-1-(1-methylpiperidin-4-yl)-1H-benzo[d]imidazol-6-yl)-1H-pyrrolo[2,3-b]pyridin-6-yl)isonicotinamide